2-chloromethyl-1,3,5-trifluoro-benzene ClCC1=C(C=C(C=C1F)F)F